(3S)-3-[5-[4-(dimethoxymethyl)-1-piperidinyl]-1-oxo-isoindolin-2-yl]piperidine-2,6-dione COC(C1CCN(CC1)C=1C=C2CN(C(C2=CC1)=O)[C@@H]1C(NC(CC1)=O)=O)OC